ClC=1C=C2C(=NC(=NC2=C(C1C1=CC=CC2=C1N=C(S2)N)F)OC[C@H]2NC[C@@H](C2)F)N2CCNCC2 4-(6-chloro-8-fluoro-2-(((2S,4R)-4-fluoro-pyrrolidin-2-yl)methoxy)-4-(piperazin-1-yl)quinazolin-7-yl)benzo[d]thiazol-2-amine